COC1C=CC=CC=1O o-guaiacol